C(C)(C)C1=C2C=CC(OC2=C2C(=C1)C=CC=C2)(C2=CC=CC=C2)C2=CC=CC=C2 5-isopropyl-2,2-diphenyl-2H-benzo(h)chromene